2-(aminooxy)acetic acid HCl salt Cl.NOCC(=O)O